C(C)N(C1=NC=CC2=C1N=C(N=C2)S(=O)(=O)C)CC N,N-diethyl-2-(methylsulfonyl)pyrido[3,4-d]pyrimidin-8-amine